5-(4,4,5,5-tetramethyl-1,3,2-dioxaborolan-2-yl)-2-[3-(trifluoromethyl)phenoxy]pyrimidine CC1(OB(OC1(C)C)C=1C=NC(=NC1)OC1=CC(=CC=C1)C(F)(F)F)C